CC1(CCN(CC1)C(=O)C1=CC2=C(OC[C@@H](C(N2C)=O)NC(OC(C)(C)C)=O)C=C1)C tert-butyl (S)-(7-(4,4-dimethylpiperidine-1-carbonyl)-5-methyl-4-oxo-2,3,4,5-tetrahydrobenzo[b][1,4]oxazepin-3-yl)carbamate